BrCC12CCCN2C(C2=C1SC=C2)=O 8a-(Bromomethyl)-6,7,8,8a-tetrahydro-4H-thieno[2,3-a]pyrrolizin-4-one